Bis(4-maleimido-3-methylphenyl)methan C1(C=CC(N1C1=C(C=C(C=C1)CC1=CC(=C(C=C1)N1C(C=CC1=O)=O)C)C)=O)=O